3-(2-{[(3S)-piperidin-3-yl]amino}-5-(trifluoromethyl)pyrimidin-4-yl)-1H,8H,9H-pyrrolo[2,3-c]azocin-9-one N1C[C@H](CCC1)NC1=NC=C(C(=N1)C1=CNC=2C(NC=CC=CC21)=O)C(F)(F)F